C(C1=CC=CC=C1)(=O)[C@@]1(C[C@H](O)[C@@H](CO[Si](C)(C)C(C)(C)C)O1)N1C(=O)N=C(N)C=C1 benzoyl-5'-O-tert-butyldimethylsilyl-2'-deoxycytidine